BrC=1C=C(C2=C(C(=CO2)C(=O)OCC)C1)CN1CCC(CC1)(F)F ethyl 5-bromo-7-((4,4-difluoropiperidin-1-yl)methyl)benzofuran-3-carboxylate